(±)-Ethyl-3-(2,6-dichloro-9H-purin-9-yl)-4-hydroxytetrahydrothiophene-3-carboxylate C(C)OC(=O)C1(CSCC1O)N1C2=NC(=NC(=C2N=C1)Cl)Cl